((2-fluoro-4-propylphenyl)amino)-7-methyl-3,4-dihydro-2,7-naphthyridine-1,6(2H,7H)-dione FC1=C(C=CC(=C1)CCC)NN1C(C2=CN(C(C=C2CC1)=O)C)=O